tri-sodium ethylenediamine disuccinate C1(CCC(=O)ON2CCN(O1)OC(CCC(=O)O2)=O)=O.[Na].[Na].[Na]